CC1=CC=C(O1)CCC(=O)N ((5-methyl-furan-2-yl)methyl)acetamide